C(=O)O.F[C@H]1C[C@@]2(CCCN2C1)CNC(=O)C1=C2N(C=3C=CC=CC13)CCC2 N-(((2S,7aS)-2-fluorotetrahydro-1H-pyrrolizin-7a(5H)-yl)methyl)-2,3-dihydro-1H-pyrrolo[1,2-a]indole-9-carboxamide formate